ClC=1C(=NC(=NC1)NC1=CC=C(C=C1)N1CCC2(CC(C2)N(C)C)CC1)NC1=C(C=CC=C1)P(C)(C)=O (2-((5-chloro-2-((4-(2-(dimethylamino)-7-azaspiro[3.5]nonan-7-yl)phenyl)amino)pyrimidin-4-yl)amino)phenyl)dimethylphosphine oxide